FC1=CC=C(C=C1)C1=C(N(C2=CC(=CC=C12)C)C(C)C)/C=C/[C@@H](C[C@@H](CC(=O)[O-])O)O.[Na+] sodium (3S,5R,E)-7-(3-(4-fluorophenyl)-1-isopropyl-6-methyl-1H-indol-2-yl)-3,5-dihydroxyhept-6-enoate